ClCCCCC(=O)NC1=CN=CN1 5-chloro-N-(1H-imidazol-5-yl)pentanamide